N=C1C(C(C(=O)OC)=CC=C1)C(=O)OC dimethyl iminophthalate